(S)-quinuclidin-3-yl (6-(2-(2-methoxyethoxy)phenyl)-1,2,3,4-tetrahydronaphthalen-1-yl)carbamate COCCOC1=C(C=CC=C1)C=1C=C2CCCC(C2=CC1)NC(O[C@@H]1CN2CCC1CC2)=O